NC1=C(C(=O)NC2CCOCC2)C=C(C=N1)C1=CC=C(C=C1)C1(CC1)N1CCOCC1 2-amino-5-(4-(1-morpholinocyclopropyl)phenyl)-N-(tetrahydro-2H-pyran-4-yl)nicotinamide